2-(3-fluoro-2-methoxy-5-(2-methoxypropan-2-yl)phenyl)-2-((R)-3-(isobutyl(5-(5,6,7,8-tetrahydro-1,8-naphthyridin-2-yl)pentyl)amino)pyrrolidin-1-yl)acetic acid FC=1C(=C(C=C(C1)C(C)(C)OC)C(C(=O)O)N1C[C@@H](CC1)N(CCCCCC1=NC=2NCCCC2C=C1)CC(C)C)OC